(trimethylsilylpropyl)benzyldimethylammonium chloride [Cl-].C[Si](C)(C)CCC[N+](C)(C)CC1=CC=CC=C1